COC1=CC=C(CN2N=NC(=C2)CNCC2=CC=C(C=C2)B(O)O)C=C1 4-({[1-(4-methoxy-benzyl)-1H-[1,2,3]triazol-4-ylmethyl]-amino}-methyl)-phenylboronic acid